BrCC1=CC=C(C=C1)C1=NC2=CC=CC=C2C(N1)=O 2-[4-(bromomethyl)phenyl]-3,4-dihydro-quinazolin-4-one